N1(C=NC=C1)C(=O)N(CCCCCCCC(=O)[O-])C1CC(C1)CC(=O)OCC(CCCCCCCC)CCCCCCCC 8-{(1H-imidazole-1-carbonyl)[(1r,3r)-3-{2-[(2-octyldecyl)oxy]-2-oxoethyl}cyclobutyl]amino}octanoate